2-(((1,3-dihydroxy-2-(hydroxymethyl) propan-2-yl) amino) methyl)-3-methylphenyl-2-methyl-[1,1'-biphenyl]-3-carboxylate OCC(CO)(CO)NCC1=C(C=CC=C1C)OC(=O)C=1C(=C(C=CC1)C1=CC=CC=C1)C